CC1=NOC(=C1C=1C=C2C(=NC1)C(=CN2C(C)C2=NC=CC=C2)C2=CC=C(C(=O)O)C=C2)C 4-(6-(3,5-dimethylisoxazol-4-yl)-1-(1-(pyridin-2-yl)ethyl)-1H-pyrrolo[3,2-b]pyridin-3-yl)benzoic acid